methyl 2-(5-bromo-6-oxo-2-phenylpyrimidin-1(6H)-yl)acetate BrC1=CN=C(N(C1=O)CC(=O)OC)C1=CC=CC=C1